N-(6-((1H-Pyrazol-1-yl)methyl)-4-methoxybenzo[d]isoxazol-3-yl)-3-(3,9-diazaspiro[5.5]undecan-3-yl)benzenesulfonamide N1(N=CC=C1)CC1=CC2=C(C(=NO2)NS(=O)(=O)C2=CC(=CC=C2)N2CCC3(CC2)CCNCC3)C(=C1)OC